BrC1=CC=C(C=C1)CCN1C[C@@H](OCC1)C (s)-2-(4-bromophenyl)-1-(2-methylmorpholino)ethane